7-chloro-2-(methoxymethyl)-8-methyl-pyrimido[1,2-b]Pyridazin-4-one ClC=1C(=CC=2N(N1)C(C=C(N2)COC)=O)C